2-(4-fluorophenyl)cyclopropanecarboxylic acid FC1=CC=C(C=C1)C1C(C1)C(=O)O